(2SR,3RS)-2-methyltetrahydrofuran C[C@@H]1OCCC1 |r|